methyl 2-(((S)-4-(6-((4-(cyclopropanecarbonyl)-2-fluorobenzyl)oxy)pyridin-2-yl)-2-methylpiperazin-1-yl)methyl)-1-(((S)-oxetan-2-yl)methyl)-1H-benzo[d]imidazole-6-carboxylate C1(CC1)C(=O)C1=CC(=C(COC2=CC=CC(=N2)N2C[C@@H](N(CC2)CC2=NC3=C(N2C[C@H]2OCC2)C=C(C=C3)C(=O)OC)C)C=C1)F